FC(C(C(C(C(F)(F)F)(F)F)(F)F)=O)(F)F 1,1,1,3,3,4,4,5,5,5-decafluoropentan-2-one